C12(CC(C1)C2)N2C=C(C(=CC2=O)NC2[C@@H]1CN(C[C@H]2C1)C)C(=O)N[C@H](C)C1=C(C(=CC=C1)C(F)F)F 1-(bicyclo[1.1.1]pent-1-yl)-N-((R)-1-(3-(difluoromethyl)-2-fluorophenyl)ethyl)-4-(((1R,5s,6R)-3-methyl-3-azabicyclo[3.1.1]hept-6-yl)amino)-6-oxo-1,6-dihydropyridine-3-carboxamide